C1(CCCCC1)C1=NN=C(O1)C1=NC=C(C=C1N)S(=O)(=O)C1=CC=C(C=C1)OC(F)(F)F 2-(5-Cyclohexyl-1,3,4-oxadiazol-2-yl)-5-[4-(trifluoromethoxy)benzene-1-sulfonyl]pyridin-3-amine